C(C)OC(NC=1N(C2=CC(=CC=C2C1F)C#N)C1CC1)=O (6-cyano-1-cyclopropyl-3-fluoro-1H-indol-2-yl)carbamic acid ethyl ester